C(=O)(OC(C)(C)C)N[C@@H](CC1=CC(=C(C=C1)O)[N+](=O)[O-])C(=O)O Boc-3-nitro-L-tyrosine